C(C)(C)(C)OC(=O)N1CCC(CC1)C#CC=1C(=NC=C(C1)Cl)N.FC=1C=C(C=CC1N)C1(C2=CC=CC=C2C=2C=CC=CC12)C1=CC(=C(C=C1)N)F 9,9-bis(3-fluoro-4-aminophenyl)fluorene tert-butyl-4-((2-amino-5-chloropyridin-3-yl)ethynyl)piperidine-1-carboxylate